5-(3-acetyl-1-(2-((2S,4R)-2-(2'-chloro-2-fluorobiphenyl-3-ylcarbamoyl)-4-fluoropyrrolidin-1-yl)-2-oxoethyl)-1H-indol-5-yl)pyrimidine-2-carboxamide C(C)(=O)C1=CN(C2=CC=C(C=C12)C=1C=NC(=NC1)C(=O)N)CC(=O)N1[C@@H](C[C@H](C1)F)C(NC=1C(=C(C=CC1)C1=C(C=CC=C1)Cl)F)=O